3-(difluoromethyl)-5-(2-hydroxy-4-(trifluoromethyl)phenyl)pyrido[2,3-d]pyridazin-8-yl-3-methylpyrrolidin-3-ol FC(C1=CC=2C(=C(N=NC2C2=C(C=C(C=C2)C(F)(F)F)O)N2CC(CC2)(O)C)N=C1)F